C(CC)(=O)OC1CN(CCC1C=1C(=CC(=C2C(C=C(OC12)C1=C(C=CC=C1)Cl)=O)O)O)C 4-(2-(2-chlorophenyl)-5,7-dihydroxy-4-oxo-4H-chromen-8-yl)-1-methylpiperidin-3-yl propionate